C(C1=CC=CC=C1)O[Si](OCC1=CC=CC=C1)(OCC1=CC=CC=C1)OCC1=CC=CC=C1 Tetrabenzyloxysilane